S1C=NC=2N=CN=C(C21)C2NCC21CNCC1C(=O)N (thiazolo[4,5-d]pyrimidin-7-yl)-2,6-diazaspiro[3.4]octane-8-carboxamide